dimethyl-pyrrol CC1=C(NC=C1)C